5-{[(1Z)-2-methyl-1-[(3-phenoxyphenyl)methylene]-1H-inden-3-yl]methyl}-1H-1,2,3,4-tetrazole CC=1/C(/C2=CC=CC=C2C1CC1=NN=NN1)=C/C1=CC(=CC=C1)OC1=CC=CC=C1